5-(2-((1-(1H-tetrazol-5-yl)cyclopentyl)amino)-2-oxoacetyl)-N-(3,4-difluorophenyl)-1,2,4-trimethyl-1H-pyrrole-3-carboxamide N1N=NN=C1C1(CCCC1)NC(C(=O)C1=C(C(=C(N1C)C)C(=O)NC1=CC(=C(C=C1)F)F)C)=O